N-(4-((2-aminopyridin-4-yl)oxy)-3-fluorophenyl)-1-phenyl-5-(trifluoromethyl)-1H-imidazole-4-carboxamide NC1=NC=CC(=C1)OC1=C(C=C(C=C1)NC(=O)C=1N=CN(C1C(F)(F)F)C1=CC=CC=C1)F